Isopropyl ((((2R,3S,5R)-5-(6-amino-2-fluoro-9H-purin-9-yl)-2-ethynyl hydroxytetrahydrofuran-2-yl)methoxy)(phenoxy)phosphoryl)-L-phenylalaninate NC1=C2N=CN(C2=NC(=N1)F)[C@H]1C[C@@H]([C@@](O1)(C#C)COP(=O)(OC1=CC=CC=C1)N[C@@H](CC1=CC=CC=C1)C(=O)OC(C)C)O